(ethoxy)bisphenol a diacrylate C(C=C)(=O)O.C(C=C)(=O)O.C(C)OC1=C(O)C=CC(=C1)C(C)(C)C1=CC=C(C=C1)O